N-(4-(4-(4,4-difluoropiperidin-1-yl)-7H-pyrrolo[2,3-d]pyrimidin-6-yl)phenyl)-2-(piperazin-1-yl)pyrimidin-5-amine FC1(CCN(CC1)C=1C2=C(N=CN1)NC(=C2)C2=CC=C(C=C2)NC=2C=NC(=NC2)N2CCNCC2)F